2-[4,4-di(methyl)pentanoylamino]-4-[2-(1-methylethoxy)ethyl-[4-(5,6,7,8-tetrahydro-1,8-naphthyridin-2-yl)butyl]amino]butanoic acid CC(CCC(=O)NC(C(=O)O)CCN(CCCCC1=NC=2NCCCC2C=C1)CCOC(C)C)(C)C